5-methyl-3-(2-(3-(4-n-butylphenyl)-4-oxothiazolidine-2-ylidene)hydrazono)-1H-indol-2-one CC=1C=C2C(C(NC2=CC1)=O)=NN=C1SCC(N1C1=CC=C(C=C1)CCCC)=O